O-((tetrahydrofuran-3-yl) methyl) dimethylaminothiocarboxylate CN(C)C(=S)OCC1COCC1